ClC=1C=C(C=CC1Cl)COC1=CC=CC(=N1)S(=O)(=O)NC(=O)C=1C(=NC=CC1)N1C(CC(C1)C)(C)C N-[[6-[(3,4-Dichlorophenyl)methoxy]-2-pyridyl]sulfonyl]-2-(2,2,4-trimethylpyrrolidin-1-yl)pyridin-3-carboxamid